C[C@]12CC[C@H]3[C@H]([C@@H]1CC[C@H]2O)CCC4=C3C=CC(=C4)O[C@H]5[C@@H]([C@H]([C@@H]([C@H](O5)C(=O)O)O)O)O The molecule is a steroid glucosiduronic acid that is 17alpha-estradiol having a single beta-D-glucuronic acid residue attached at position 3. It derives from a 17alpha-estradiol. It is a conjugate acid of a 17alpha-estradiol 3-glucosiduronate.